CC1=NN=CN1C1=NC=CC(=C1)OCCOC1=C(C#N)C=CC=C1 2-((2-(3-methyl-4H-1,2,4-triazol-4-yl)pyridin-4-yloxy)ethoxy)benzonitrile